5a-cholest-8(14)-ene-3B,15a-diol CC(C)CCC[C@@H](C)[C@H]1C[C@@H](C2=C3CC[C@H]4CC(CC[C@]4(C)[C@H]3CC[C@]12C)O)O